Cl.N1=C(C=CC=C1)C1=CC=CC=2[C@@H](OCCCC21)CN (R)-(6-(pyridin-2-yl)-1,3,4,5-tetrahydrobenzo[c]oxepin-1-yl)methanamine hydrochloride salt